(5-(4-((1H-indazol-5-yl)amino)pyrimidin-2-yl)isoindolin-2-yl)(pyridin-3-yl)methanone N1N=CC2=CC(=CC=C12)NC1=NC(=NC=C1)C=1C=C2CN(CC2=CC1)C(=O)C=1C=NC=CC1